N1C=C(C2=CC=CC=C12)NC(=O)C1NCCC2=CC=CC=C12 N-(1H-indol-3-yl)-3,4-dihydro-isoquinoline-1(2H)-carboxamide